C(#N)C(CCC(=O)O)(C)SSC(=S)SCCCCCCCCCCCC 4-cyano-4-[[(dodecylthio)thiocarbonylthio]thio]pentanoic acid